Methyl (E)-4-hydroxy-3-(((1-hydroxypropan-2-yl)imino)methyl)benzoate OC1=C(C=C(C(=O)OC)C=C1)/C=N/C(CO)C